4-(2-fluorobenzyl)-1-(4-methoxybenzyl)imidazolidin-2-one FC1=C(CC2NC(N(C2)CC2=CC=C(C=C2)OC)=O)C=CC=C1